2-(4-nitro-2-trifluoromethyl-phenyl)-3-methylbutyronitrile [N+](=O)([O-])C1=CC(=C(C=C1)C(C#N)C(C)C)C(F)(F)F